4-(4,4,5,5-tetramethyl-1,3,2-dioxaborolan-2-yl)-5,6-dihydropyridine-1,3(2H)-dicarboxylate CC1(OB(OC1(C)C)C1=C(CN(CC1)C(=O)[O-])C(=O)[O-])C